6-Isopropoxy-N-(pyrazolo[1,5-a]pyrimidin-3-yl)-2H-pyrazolo[3,4-b]pyridine-5-carboxamide C(C)(C)OC=1C(=CC=2C(N1)=NNC2)C(=O)NC=2C=NN1C2N=CC=C1